ClC1=C(C=C(C=C1)C)C 1-chloro-2,4-dimethylbenzene